C(CCCCCCC)NCCCCCCCCCCCN N-octylundecane-1,11-diamine